FC(CSC1=CC=C(C(=O)N)C=C1)(C(C(C(C(F)(F)F)(F)F)(F)F)(F)F)F 4-((2,2,3,3,4,4,5,5,6,6,6-undecafluorohexyl)thio)benzamide